1-acetyl-2-cyclopropyl-3-methyl-4-((4-(methylsulfonyl)phenyl)amino)-1,2,3,4-tetrahydroquinoline-6-carboxylic acid C(C)(=O)N1C(C(C(C2=CC(=CC=C12)C(=O)O)NC1=CC=C(C=C1)S(=O)(=O)C)C)C1CC1